NC=1C(=NC(=C(N1)F)C=1C=C2[C@@H](CCOC2=CC1)N(C)C)C=1C=C2CCNC(C2=CC1F)=O (R)-6-(3-amino-6-(4-(dimethylamino)chroman-6-yl)-5-fluoro-pyrazin-2-yl)-7-fluoro-3,4-dihydro-isoquinolin-1(2H)-one